6-fluoro-2-{3-[(4-methanesulfonyl-2-methoxyphenyl)amino]prop-1-yn-1-yl}-N-(oxan-4-yl)-1-(2,2,2-trifluoroethyl)-1H-indol-4-amine FC=1C=C(C=2C=C(N(C2C1)CC(F)(F)F)C#CCNC1=C(C=C(C=C1)S(=O)(=O)C)OC)NC1CCOCC1